[Cu](Cl)(Cl)(Cl)Cl.[Li] Lithium copper tetrachloride